C(C)(C)(C)N1N=CC(=C1F)C(=O)NC1=NC=C(C(=C1)C=1C=C(C=2N(C1)C=CN2)N2CCOCC2)Cl 1-(tert-butyl)-N-(5-chloro-4-(8-morpholinylimidazo[1,2-a]pyridin-6-yl)pyridin-2-yl)-5-fluoro-1H-pyrazole-4-carboxamide